α-methoxyacrylonitrile COC(C#N)=C